[OH-].N ammonia hydroxid